5-[8-Allyl-6-(2,6-dimethyl-phenyl)-7-oxo-5,6,7,8-tetrahydro-pyrimido[4,5-d]pyrimidin-2-ylamino]-2-(4-methyl-piperazin-1-yl)-benzoic acid C(C=C)N1C(N(CC2=C1N=C(N=C2)NC=2C=CC(=C(C(=O)O)C2)N2CCN(CC2)C)C2=C(C=CC=C2C)C)=O